CC1=CC(=C(C2=C1C(=O)C=C(O2)C[C@@H](C)O)[C@H]3[C@@H]([C@H]([C@@H]([C@H](O3)CO)O)O)OC(=O)/C=C/C4=CC=CC=C4)OC The molecule is a C-glycosyl compound consisting of 2-[(2R)-2-hydroxypropyl]-7-methoxy-5-methyl-4H-chromen-4-one substituted by a beta-D-[2-O-(E)-cinnamoyl]glucopyranosyl residue at position 8 via a C-glycosidic linkage. It is isolated from the leaves of Aloe barbadensis and exhibits anti-inflammatory activity. It has a role as a metabolite and an anti-inflammatory agent. It is a member of chromones, a C-glycosyl compound, a cinnamate ester and a secondary alcohol.